OC1=C(C(=C(C(=C1Br)Br)C(C)(C)C1=C(C(=C(C(=C1Br)Br)O)Br)Br)Br)Br 2,2-bis(4-hydroxy-2,3,5,6-tetrabromophenyl)propane